BrC=1C=C2C(=C(N(C2=CC1)S(=O)(=O)C1=CC=C(C)C=C1)SC)C1=CC=CC=C1 5-bromo-2-(methylthio)-3-phenyl-1-tosyl-1H-indole